FC(C(=O)O)(OC(C(OC(C(C(F)(F)F)(F)F)(F)F)(C(F)(F)F)F)(F)F)C(F)(F)F.ClC=1C=C2C(=CN=C(C2=CN1)OC1CN(C1)C(C)=O)C(C)(C)O 1-(3-((6-chloro-4-(2-hydroxy-prop-2-yl)-2,7-naphthyridin-1-yl)oxy)azetidin-1-yl)ethan-1-one perfluoro-2,5-dimethyl-3,6-dioxanonanoate